3-(5-bromo-6-fluoropyridin-2-yl)oxy-N,N-dimethylpropan-1-amine BrC=1C=CC(=NC1F)OCCCN(C)C